ClC=1N=C(N2N=C(N=CC21)N[C@H]2[C@@H](CN(CC2)C(=O)OC(C)(C)C)F)C2(CCC2)CC tert-butyl (3R,4R)-4-{[5-chloro-7-(1-ethylcyclobutyl)imidazo[4,3-f][1,2,4]triazin-2-yl]amino}-3-fluoropiperidine-1-carboxylate